(R)-N-(3-(1-((2-amino-5-chloropyridin-3-yl)oxy)ethyl)phenyl)benzofuran-6-carboxamide NC1=NC=C(C=C1O[C@H](C)C=1C=C(C=CC1)NC(=O)C1=CC2=C(C=CO2)C=C1)Cl